FC(C=1C=C(C=NC1)N1CC(CC1)C(=O)O)(F)F 1-(5-(trifluoromethyl)pyridin-3-yl)pyrrolidine-3-carboxylic acid